ClC1=C(COC=2C=C3CCC(C3=CC2)N2C(CC(CC2)C(=O)OC)(C)C)C(=CC=C1)Cl methyl 1-(5-((2,6-dichloro-benzyl) oxy)-2,3-dihydro-1H-inden-1-yl)-2,2-dimethylpiperidine-4-carboxylate